FC=1C2=C(C=3C(=NN(N3)C[C@H](C)NC(OC(C)(C)C)=O)C1)CC(C2)CO tert-butyl N-[(1S)-2-[5-fluoro-7-(hydroxymethyl)-7,8-dihydro-6H-cyclopenta[e]benzotriazol-2-yl]-1-methyl-ethyl]carbamate